3-(4-methyl-1-(4-(trifluoromethoxy)phenyl)-1H-pyrazolo[3,4-b]pyridin-3-yl)azetidine-1-carboxylic acid tert-butyl ester C(C)(C)(C)OC(=O)N1CC(C1)C1=NN(C2=NC=CC(=C21)C)C2=CC=C(C=C2)OC(F)(F)F